ClC1=C(C=CC(=C1)C=1C=CC=2N(C1)C=CN2)S(=O)(=O)N2CCC(CC2)NC2=CC=C(C=C2)S(F)(F)(F)(F)F 1-(2-chloro-4-{imidazo[1,2-a]pyridin-6-yl}benzenesulfonyl)-N-[4-(pentafluoro-λ6-sulfanyl)phenyl]piperidin-4-amine